C=C(C)S[Bi](C1=CC(=CC(=C1)[Bi](SC(=C)C)SC(=C)C)[Bi](SC(=C)C)SC(=C)C)SC(=C)C 1,3,5-tris(di(propen-2-ylsulfanyl)bismuthanyl)benzene